2,2,2-trifluoro-1-(piperazin-1-yl)ethan FC(CN1CCNCC1)(F)F